C(C)(C)(C)OC(NC1=CC=C2CC\3C(OC(/C3=C/O[C@H]3OC(C(=C3C)C)=O)=O)C2=C1)=O (±)-Tert-butyl-((E)-3-((((S)-3,4-dimethyl-5-oxo-2,5-dihydrofuran-2-yl)oxy)methylene)-2-oxo-3,3a,4,8b-tetrahydro-2H-indeno[1,2-b]furan-7-yl)carbamate